3-(1-(trifluoromethyl)cyclopropyl)isoxazol-5-amine FC(C1(CC1)C1=NOC(=C1)N)(F)F